5-[(E)-2-(1-tetrahydropyran-2-ylpyrazol-4-yl)ethenyl]Pyridin-3-ol O1C(CCCC1)N1N=CC(=C1)/C=C/C=1C=C(C=NC1)O